1,2,3,4-tetrahydro-isoquinoline-3-carboxylate C1NC(CC2=CC=CC=C12)C(=O)[O-]